ethyl trifluoromethane-sulfonate FC(S(=O)(=O)OCC)(F)F